C(C1=CC=CC=C1)OC1=CC=C(CN2C(C3=CC=C(C=C3C2=O)Br)=O)C=C1 2-(4-(benzyloxy)benzyl)-5-bromoisoindoline-1,3-dione